1-(4-((1-cyanoethyl)amino)-5-nitropyridin-2-yl)-1H-pyrazolo[3,4-b]pyridine-5-carbonitrile C(#N)C(C)NC1=CC(=NC=C1[N+](=O)[O-])N1N=CC=2C1=NC=C(C2)C#N